2-(cyclopropylamino)-6-(trifluoromethyl)pyrimidin C1(CC1)NC1=NC(=CC=N1)C(F)(F)F